4-chloro-5-fluoropyridine ClC1=CC=NC=C1F